triethylammonium 2-methylthioadenosine-5'-monophosphate P(=O)([O-])([O-])OC[C@@H]1[C@H]([C@H]([C@@H](O1)N1C=NC=2C(N)=NC(=NC12)C)S)O.C(C)[NH+](CC)CC.C(C)[NH+](CC)CC